3-(methoxymethyl)oxetan-3-amine COCC1(COC1)N